C(C1=CC=CC=C1)OC(=O)N1CC(CCC1)C1=NC(=C(C(=C1)O)C#N)C1=CC=C(C=C1)Br 3-(6-(4-bromophenyl)-5-cyano-4-hydroxypyridin-2-yl)piperidine-1-carboxylic acid benzyl ester